N-tert-butyl-2-[methyl(2-{4-[(oxetan-3-yl)methoxy]pyridin-2-yl}-5H,6H,7H-cyclopenta[d]pyrimidin-4-yl)amino]acetamide C(C)(C)(C)NC(CN(C=1C2=C(N=C(N1)C1=NC=CC(=C1)OCC1COC1)CCC2)C)=O